3-[4-(4-{5-[(tert-butyldimethylsilyl)oxy]-(oxan-2-yl)-1H-indazol-3-yl}-1H-pyrazol-1-yl)butoxy]propan-1-ol [Si](C)(C)(C(C)(C)C)OC=1C=C2C(=NN(C2=CC1)C1OCCCC1)C=1C=NN(C1)CCCCOCCCO